(2R)-2-((4-chloro-6-(2-(4-(trifluoromethyl)phenyl)propyl)-1,3,5-triazin-2-yl)amino)-4-methylpentan-1-ol ClC1=NC(=NC(=N1)CC(C)C1=CC=C(C=C1)C(F)(F)F)N[C@@H](CO)CC(C)C